C(C(C)([2H])[2H])([2H])([2H])[2H] propane-d5